COC(C1=C(C(=C(C=C1)C(F)(F)F)F)C(=C)C#N)=O 2-(1-Cyanovinyl)-3-fluoro-4-(trifluoromethyl)benzoic acid methyl ester